C(C)(C)(C)OC(N(C)C1CC(C1)(C1=CC=C(C=C1)C(C)C)O)=O (3-Hydroxy-3-(4-isopropylphenyl)cyclobutyl)(methyl)carbamic acid tert-butyl ester